2-(5-fluoro-2-(4-(piperidin-1-yl)-3-(1-(2,2,2-trifluoroethyl)-1H-pyrazolo[4,3-c]pyridine-3-carboxamido)benzamido)phenyl)acetic acid FC=1C=CC(=C(C1)CC(=O)O)NC(C1=CC(=C(C=C1)N1CCCCC1)NC(=O)C1=NN(C2=C1C=NC=C2)CC(F)(F)F)=O